N-methyl-2-(tetrahydro-2H-pyran-4-yl)acetamide CNC(CC1CCOCC1)=O